3-(sec-butyl)-N-(5-methoxypyridin-3-yl)-2-oxo-1,2,3,5-tetrahydro-4H-benzo[1,4]diazepine-4-carboxamide C(C)(CC)C1C(NC2=C(CN1C(=O)NC=1C=NC=C(C1)OC)C=CC=C2)=O